6-(4-methylpyridin-3-yl)benzo[d]thiazol-2(3H)-one CC1=C(C=NC=C1)C1=CC2=C(NC(S2)=O)C=C1